4-fluoro-1-methyl-2-oxo-2,3-dihydro-1H-benzimidazole-5-carbonitrile FC1=C(C=CC=2N(C(NC21)=O)C)C#N